N1CC(C1)C1CCN(CC1)C(=O)C=1C=CC(=C(C1)N1C(NC(CC1)=O)=O)Cl 1-{5-[4-(azetidin-3-yl)piperidine-1-carbonyl]-2-chlorophenyl}-1,3-diazinane-2,4-dione